6-(3-amino-6-(1-methyl-1H-pyrazol-4-yl)pyrazin-2-yl)-2-(3,5-dimethoxyphenyl)-4-isobutylpyridazin-3(2H)-one 2,2,2-trifluoroacetate salt FC(C(=O)O)(F)F.NC=1C(=NC(=CN1)C=1C=NN(C1)C)C=1C=C(C(N(N1)C1=CC(=CC(=C1)OC)OC)=O)CC(C)C